tert-butyl-[[2-(chloromethyl)imidazo[1,2-a]pyridin-6-yl]methoxy]-dimethyl-silane C(C)(C)(C)[Si](C)(C)OCC=1C=CC=2N(C1)C=C(N2)CCl